C(C=C)(=O)NC=1C=C(C=CC1C)C1=C(NC2=NC=C(C=C21)CC(=O)OC(C)C)C2=CC=C(C=C2)N2CCN(CC2)C isopropyl 2-(3-(3-acrylamido-4-methylphenyl)-2-(4-(4-methylpiperazin-1-yl)phenyl)-1H-pyrrolo[2,3-b]pyridin-5-yl)acetate